O=C1NC(CCC1N1C(C2=CC=C(C=C2C1=O)N1CCN(CC1)CCC1CN(CC1)NC(OC(C)(C)C)=O)=O)=O tert-butyl (3-(2-(4-(2-(2,6-dioxopiperidin-3-yl)-1,3-dioxoisoindolin-5-yl)piperazin-1-yl)ethyl)pyrrolidin-1-yl)carbamate